1-(2-ethoxyacetyl)piperidine C(C)OCC(=O)N1CCCCC1